2-(3,4-difluorophenyl)-N-[2-(hydroxymethyl)-3-[4-(trifluoromethyl)phenyl]propyl]morpholine-4-carboxamide FC=1C=C(C=CC1F)C1CN(CCO1)C(=O)NCC(CC1=CC=C(C=C1)C(F)(F)F)CO